FC1=C(C(=CC=C1)F)C(C)(C)C1=NC(=NO1)C1=NC(=CC(=N1)O[C@@H]1C[C@H](NCC1)CC#N)O[C@@H](C)[C@H]1N(C[C@H](C1)F)C 2-[(2R,4S)-4-[(2-{5-[2-(2,6-Difluorophenyl)propan-2-yl]-1,2,4-oxadiazol-3-yl}-6-[(1S)-1-[(2S,4S)-4-fluoro-1-methylpyrrolidin-2-yl]ethoxy]pyrimidin-4-yl)oxy]piperidin-2-yl]acetonitrile